CC(CCC=C)=CC 5-methyl-1,5-heptadiene